dimethylacryloyl-isostearyl-titanium C[Ti](CCCCCCCCCCCCCCCC(C)C)(C(C=C)=O)C